BrC=1C=C2C(=CNC2=CC1)C(=O)N(C)C 5-bromo-N,N-dimethyl-1H-indole-3-carboxamide